1H-thieno[2,3-c]pyrazol N1N=CC2=C1SC=C2